N-(5-(4-fluorophenoxy)pyrazin-2-yl)propanamide FC1=CC=C(OC=2N=CC(=NC2)NC(CC)=O)C=C1